2-Chloro-phenylalanine ClC1=C(C[C@H](N)C(=O)O)C=CC=C1